C(#N)C1=C(C=CC=C1)SC=1C=2N(C=C(C1)C=1C=NC(=CC1)F)N=CC2C#N 4-(2-cyanophenyl)sulfanyl-6-(6-fluoro-3-pyridyl)pyrazolo[1,5-a]pyridine-3-carbonitrile